C1(CC1)C(=O)C1=CC(=C(COC2=CC=CC(=N2)C2CCN(CC2)CC2=NC=3C(=NC(=CC3)C(=O)O)N2C[C@H]2OCC2)C=C1)F (S)-2-((4-(6-((4-(Cyclopropanecarbonyl)-2-fluorobenzyl)oxy)pyridin-2-yl)piperidin-1-yl)methyl)-3-(oxetan-2-ylmethyl)-3H-imidazo[4,5-b]pyridine-5-carboxylic acid